C(C)(C)(C)OC(=O)N[C@H](CC1=CNC2=CC=CC=C12)C(=O)N[C@H](CC1=CN(C2=CC=CC=C12)C)C(=O)OCC ethyl Nα-((tert-butoxycarbonyl)-D-tryptophyl)-1-methyl-D-tryptophanate